C1(=CC=CC=C1)C1=NC(=NC(=C1)C1=CC=CC=C1)C1=CC=C2C=3C=CC(=CC3C(C2=C1)(C)C)C1=NC2=C3N=CC=CC3=CC=C2C=C1 2-[7-(4,6-diphenylpyrimidin-2-yl)-9,9-dimethyl-9H-fluoren-2-yl]-1,10-phenanthroline